4-chloro-5-(4-chlorophenyl)-3-((1-(3,5-difluorophenyl)-3-((S)-1-hydroxyethyl)-1H-1,2,4-triazol-5-yl)methyl)-1-((S)-3,3,3-trifluoro-2-hydroxypropyl)-1,3-dihydro-2H-imidazol-2-one ClC=1N(C(N(C1C1=CC=C(C=C1)Cl)C[C@@H](C(F)(F)F)O)=O)CC1=NC(=NN1C1=CC(=CC(=C1)F)F)[C@H](C)O